COC1=CC=C(C=C1)CO (4-methoxy-phenyl)-methanol